BrC1=CC=CC=2C=3N(C(=NC12)N[C@@H]1C(NCCSC1)=O)N=C(N3)C=3C=NN(C3)C (6R)-6-{[7-bromo-2-(1-methyl-1H-pyrazol-4-yl)[1,2,4]triazolo[1,5-c]quinazolin-5-yl]amino}-1,4-thiazepan-5-one